(1R,2S)-7-chloro-1-hydroxy-2,3-dihydro-1H-inden ClC=1C=CC=C2CC[C@H](C12)O